FC1=CC=CC=2C3=C(C(OC12)=O)O[C@]([C@H]3C)(C(F)(F)F)C |r| rac-(1S,2R)-6-fluoro-1,2-dimethyl-2-(trifluoromethyl)-1,2-dihydro-4H-furo[2,3-c]chromen-4-one